NC1=NC=NN2C1=CC=C2C=O 4-aminopyrrolo[2,1-f][1,2,4]triazine-7-carbaldehyde